ethyl 6-tert-butyl-10-methoxy-9-(3-methoxyphenyl)-2-oxo-6,7-dihydro-2H-pyrido[2,1-a]isoquinoline-3-carboxylate C(C)(C)(C)C1N2C(C3=CC(=C(C=C3C1)C1=CC(=CC=C1)OC)OC)=CC(C(=C2)C(=O)OCC)=O